COC1=CC=C(C=C1)C=1C(=CC(N(N1)C)=O)C1=CC(=C(C(=C1)OC)OC)OC 6-(4-methoxyphenyl)-2-methyl-5-(3,4,5-trimethoxyphenyl)-3(2H)-pyridazinone